1-Tert-butyl 4-(3-cyclopropylpyridin-2-yl)piperazine-1-carboxylate C1(CC1)C=1C(=NC=CC1)N1CCN(CC1)C(=O)OC(C)(C)C